Phosphate-Morpholine ethyl-4,4-difluorocyclohexane-1-carboxylate C(C)OC(=O)C1CCC(CC1)(F)F.N1CCOCC1.P(=O)(O)(O)O